C(C)(C)N1N=C(C=C1C1=C2C=NC(C2=C(C=C1)C1=NC2=C(N1)C=CC(=C2)N2CCN(CC2)C)=O)C(F)(F)F 4-(1-isopropyl-3-(trifluoromethyl)-1H-pyrazol-5-yl)-7-(5-(4-methylpiperazin-1-yl)-1H-benzo[d]imidazol-2-yl)isoindol-1-one